tert-butyl N-[2-[2-[2-[2,6-bis(oxo)piperidin-3-yl]-1,3-bis(oxo)isoindol-5-yl]oxyethoxy]ethyl]-N-[5-[4-[6-(dimethylamino)-1,3-benzothiazol-2-yl]phenyl]pyridin-2-yl]carbamate O=C1NC(CCC1N1C(C2=CC=C(C=C2C1=O)OCCOCCN(C(OC(C)(C)C)=O)C1=NC=C(C=C1)C1=CC=C(C=C1)C=1SC2=C(N1)C=CC(=C2)N(C)C)=O)=O